C1CN2C(=NC3=CN=C4N(C1=C23)N=CN4)C=4C(=C(C#N)C=CC4F)F 3-(2,7-dihydro-1H-2a,4,6,7,9,9a-hexaazadicyclopenta[cd,f]azulen-3-yl)-2,4-difluorobenzonitrile